COC(=O)C1=CC2=C(N=C(S2)OC2CCC3(CC(C3)(O)C=3C(=NOC3C3CC3)C3=C(C=CC=C3Cl)Cl)CC2)C(=C1)F (2-(5-cyclopropyl-3-(2,6-dichlorophenyl)isoxazol-4-yl)-2-hydroxyspiro[3.5]non-7-yloxy)-4-fluorobenzo[d]thiazole-6-carboxylic acid methyl ester